C(C)(C)(C)OOC1(C(CCCC1)C)OOC(C)(C)C 1,1-bis(t-butylperoxy)2-methylcyclohexane